ClC=1C(=NC=CC1C=1OC2=C(N1)C=C(C=C2C#N)C=O)C2=C(C(=CC=C2)NC=2N=C(C=C1C=C(C=NC21)CN2C[C@@H](CC2)O)C)C (R)-2-(3-chloro-2-(3-((3-((3-hydroxypyrrolidin-1-yl)methyl)-6-methyl-1,7-naphthyridin-8-yl)amino)-2-methylphenyl)pyridin-4-yl)-5-formylbenzo[d]oxazole-7-carbonitrile